BrC1(C(N(C=2N=C(N=CC21)C=2C(=NC=CC2)C(C)C)CC2=CC=C(C=C2)C=2N(C=C(N2)C(F)(F)F)C2COC2)=O)Br 5,5-dibromo-7-([4-[1-(oxetan-3-yl)-4-(trifluoromethyl)-1H-imidazol-2-yl]phenyl]methyl)-2-[2-(prop-2-yl)pyridin-3-yl]-5H,6H,7H-pyrrolo[2,3-d]pyrimidin-6-one